OC(C1=CN=C(N1)C=1C=C(OC2=C(C=3C=NNC3C=C2)C(=O)OC)C=CC1)C1=CC=CC=C1 methyl 5-(3-(5-(hydroxy(phenyl)methyl)-1H-imidazol-2-yl)phenoxy)-1H-indazole-4-carboxylate